4-Nitrophenyl β-D-galacto-hexodialdo-1,5-pyranoside O([C@H]1[C@H](O)[C@@H](O)[C@@H](O)[C@H](O1)C=O)C1=CC=C(C=C1)[N+](=O)[O-]